2-((7-Bromonaphthalen-2-yl)oxy)-N-(cyclohex-3-en-1-yl)acetamide BrC1=CC=C2C=CC(=CC2=C1)OCC(=O)NC1CC=CCC1